ClC1=C(N=C(NC1=O)C1=CC(=NC=C1)F)N1CC(OCCC1)(C)C 5-chloro-4-(2,2-dimethyl-1,4-oxazepan-4-yl)-2-(2-fluoro-4-pyridyl)-1H-pyrimidin-6-one